3-(pyrrolidin-1-carbonyl)pyridine N1(CCCC1)C(=O)C=1C=NC=CC1